1H-Benzo[d]imidazole-2-thiol N1C(=NC2=C1C=CC=C2)S